(R)-N5-(2-cyclopropylethyl)-N3-methyl-2-oxo-1-(1-phenylethyl)-1,2-dihydropyridine-3,5-dicarboxamide C1(CC1)CCNC(=O)C=1C=C(C(N(C1)[C@H](C)C1=CC=CC=C1)=O)C(=O)NC